C(#N)N(C1=CC=CC=C1)C=1SC(=C(N1)C1=CC=CC=C1)C 2-(N-cyano-N-phenylamino)-4-phenyl-5-methylthiazole